2-chloro-5-{[(2,2-dimethylpropionyl)amino]methyl}-N-[1-(2,6-dimethylpyridin-4-yl)-1H-indazol-4-yl]benzamide hydrochloride Cl.ClC1=C(C(=O)NC2=C3C=NN(C3=CC=C2)C2=CC(=NC(=C2)C)C)C=C(C=C1)CNC(C(C)(C)C)=O